CC(C)(C)C1=CC(=CC(=C1)Br)C(C)(C)C 3,5-Di-tert-butylbromobenzene